ethyl 2-(2-((7-(3-(aminomethyl)phenyl)benzofuran-5-yl)methoxy)-4-((3-methylbutanamido)methyl)phenyl)acetate NCC=1C=C(C=CC1)C1=CC(=CC=2C=COC21)COC2=C(C=CC(=C2)CNC(CC(C)C)=O)CC(=O)OCC